4-Methyl-phenylacetic acid CC1=CC=C(C=C1)CC(=O)O